C(C1=CC=CC=C1)C1=NC2=C(N1)C=CC(=C2)C(=O)NCC(C)(C)C 2-benzyl-N-(2,2-dimethylpropyl)-1H-benzoimidazole-5-carboxamide